2-(2-hydroxy-4-(trifluoromethyl)phenyl)-5-methoxy-1-methyl-1H-imidazo[4,5-b]pyridine-6-carboxylic acid OC1=C(C=CC(=C1)C(F)(F)F)C=1N(C=2C(=NC(=C(C2)C(=O)O)OC)N1)C